diethylphenylaluminum C(C)[Al](C1=CC=CC=C1)CC